1-{2-[(3r,5s)-3,5-dimethylpiperazin-1-yl]-5-fluoropyrimidin-4-yl}-N-(2-{imidazo[1,2-a]pyridin-3-yl}propan-2-yl)azetidine-3-carboxamide C[C@@H]1CN(C[C@@H](N1)C)C1=NC=C(C(=N1)N1CC(C1)C(=O)NC(C)(C)C1=CN=C2N1C=CC=C2)F